ClC=1C(=NC(=NC1)NC1CCN(CC1)S(=O)(=O)C=1N=CN(C1)C)C=1C=NN(C1)C1=C(C=C(C=C1)CNC([2H])([2H])[2H])C 5-Chloro-N-(1-((1-methyl-1H-imidazol-4-yl)sulfonyl)piperidin-4-yl)-4-(1-(2-methyl-4-(((methyl-d3)amino)methyl)phenyl)-1H-pyrazol-4-yl)pyrimidin-2-amine